1,4-bis[2-[4-(2-hydroxyethoxy)phenyl]propyl]benzene OCCOC1=CC=C(C=C1)C(CC1=CC=C(C=C1)CC(C)C1=CC=C(C=C1)OCCO)C